N1(C=CC=C1)CCN 2-(1H-pyrrol-1-yl)ethylamine